CC12C3CCC4(C(CCC4C3CCC2=CC(CC1)=O)C(C)=NOC(C1=CC=C(C=C1)CN1CCN(CC1)C)=O)C 10,13-dimethyl-17-(1-(((4-((4-methylpiperazin-1-yl)methyl)benzoyl)oxy)imino)ethyl)-6,7,8,9,10,11,12,13,14,15,16,17-dodecahydro-1H-cyclopenta[a]phenanthren-3(2H)-one